N-[4-(1-Isopropyl-azepan-3-yl)-phenyl]-4-methyl-3-(4-pyridin-3-yl-pyrimidin-2-ylamino)-benzamide C(C)(C)N1CC(CCCC1)C1=CC=C(C=C1)NC(C1=CC(=C(C=C1)C)NC1=NC=CC(=N1)C=1C=NC=CC1)=O